[1,4]diazacyclotridecine-5-carbaldehyde N1C=CN=C(C=CC=CC=CC=C1)C=O